N-(2-acetylphenyl)-6-picolinamide C(C)(=O)C1=C(C=CC=C1)NC(C1=CC=CC=N1)=O